tridecafluoro-n-octyl acrylate C(C=C)(=O)OC(C(C(C(C(CCC(F)(F)F)(F)F)(F)F)(F)F)(F)F)(F)F